2-(4-((R)-3-(5-amino-9-fluoro-8-methoxy-[1,2,4]triazolo[1,5-c]quinazolin-2-yl)piperidin-1-yl)-1H-pyrazol-1-yl)cyclopentan-1-ol NC1=NC=2C=C(C(=CC2C=2N1N=C(N2)[C@H]2CN(CCC2)C=2C=NN(C2)C2C(CCC2)O)F)OC